O=C1NC(CCC1N1C(C2=CC=C(C=C2C1=O)N1CCC(CC1)CN1CC2=CC(=CC=C2CC1)NC1=NC=C2C(=N1)N(N=C2NC2=C(C=CC=C2)C)C)=O)=O 2-(2,6-Dioxopiperidin-3-yl)-5-(4-((7-((1-methyl-3-(o-tolylamino)-1H-pyrazolo[3,4-d]pyrimidin-6-yl)amino)-3,4-dihydroisoquinolin-2(1H)-yl)methyl)piperidin-1-yl)isoindoline-1,3-dione